C(C)(C)(C)C1=C(OC(C(=O)N)(C)C)C=CC=C1 2-(2-(tert-butyl)phenoxy)-2-methylpropionamide